OC1=CC=C(CC2=C(C=CC(=C2C)C)C(C)(C)C)C=C1 4-hydroxy-α,α-dimethyldimethylbenzylethyl-benzene